6-((1-((1-Amino-3-hydroxy-2-methylpropan-2-yl)sulfonyl)cyclopropyl)methyl)-N-(4-cyanobenzyl)-1-methyl-7-oxo-4,5,6,7-tetrahydro-1H-pyrazolo[3,4-c]pyridine-3-carboxamide NCC(CO)(C)S(=O)(=O)C1(CC1)CN1C(C2=C(CC1)C(=NN2C)C(=O)NCC2=CC=C(C=C2)C#N)=O